CCOC1=CC(=CC=C1)N meta-phenetidine